C1(CCCC1)C1=CC(=C2C=NC(=NN21)N[C@H]2[C@@H](CN(CC2)S(=O)(=O)C)F)F (3R,4R)-N-{7-cyclopentyl-5-fluoropyrrolo[2,1-f][1,2,4]triazin-2-yl}-3-fluoro-1-methanesulfonylpiperidin-4-amine